tertbutyl 3-amino-8,8-difluoro-5,7-dihydro-1,6-naphthyridine-6-carboxylate NC=1C=NC=2C(CN(CC2C1)C(=O)OC(C)(C)C)(F)F